COC([C@H](CC)OC1=C(C=C(C=C1)Cl)C1=NOCC1OCC)=O (2S)-2-[4-chloro-2-(4-ethoxy-4,5-dihydroisoxazol-3-yl)phenoxy]butanoic acid methyl ester